NC(CNC1=NC(=C2C(=N1)N(N=C2)C)NC2=CC(=C(C=C2)Cl)Cl)(C)C2=CC=CC=C2 N6-(2-amino-2-phenyl-propyl)-N4-(3,4-dichlorophenyl)-1-methyl-pyrazolo[3,4-d]pyrimidine-4,6-diamine